3-(7-((1-(5-isopropyl-1H-pyrazole-3-carbonyl)piperidin-4-yl)oxy)-1-methyl-1H-indazol-3-yl)piperidine-2,6-dione C(C)(C)C1=CC(=NN1)C(=O)N1CCC(CC1)OC=1C=CC=C2C(=NN(C12)C)C1C(NC(CC1)=O)=O